C1(=CC=CC=C1)P(C1=CC=CC=C1)C1=CC=CC=C1.C1(=CC=CC=C1)P(C1=CC=CC=C1)C1=CC=CC=C1.C1(=CC=CC=C1)P(C1=CC=CC=C1)C1=CC=CC=C1.C1(=CC=CC=C1)P(C1=CC=CC=C1)C1=CC=CC=C1.[Pd] palladium tetrakistriphenyl-phosphine